C1=NC(=S)N=C1 2-thioimidazole